C(C)N=C=NCCCN(C)C 1-ethyl-l-3-(3-dimethylaminopropyl)carbodiimide